OCC(=O)N1CC2(C1)CCN(CC2)C2(C(NC(NC2=O)=O)=O)C2=CC=C(C=C2)C2=CC=C(C=C2)OC(F)(F)F 5-[2-(2-hydroxyacetyl)-2,7-diazaspiro[3.5]nonan-7-yl]-5-[4-[4-(trifluoromethoxy)phenyl]phenyl]hexahydropyrimidine-2,4,6-trione